N1N=NC=2N=C(N=CC21)C=2C=CC(=C(C(=O)NC1=CC=C(C=C1)OC1=NC=C(C=C1)C(F)(F)F)C2)F 5-(1H-[1,2,3]Triazolo[4,5-d]pyrimidin-5-yl)-2-fluoro-N-(4-((5-(trifluoromethyl)pyridin-2-yl)oxy)phenyl)benzamide